3-(2-(benzyloxy)phenyl)propan-1-ol methyl-5-(3-amino-5-chloro-phenyl)-1-(2-trimethylsilylethoxymethyl)pyrazolo[3,4-c]pyridine-3-carboxylate CC1=C2C(=CN=C1C1=CC(=CC(=C1)Cl)N)N(N=C2C(=O)OCCCC2=C(C=CC=C2)OCC2=CC=CC=C2)COCC[Si](C)(C)C